7-cyclopropyl-2-(phenylthio)-6,7-dihydro-4H-pyrazolo[5,1-c][1,4]oxazine C1(CC1)C1N2C(COC1)=CC(=N2)SC2=CC=CC=C2